L-Tyrosine Methyl ester hydrochloride Cl.COC([C@@H](N)CC1=CC=C(C=C1)O)=O